C(C)(C)(C)OC(=O)N1C=CC2=CC(=CC=C12)C1=CC2=C(N=CN=C2N2CCOCC2)N1 5-(4-morpholinyl-7H-pyrrolo[2,3-d]pyrimidin-6-yl)-1H-indole-1-carboxylic acid tert-butyl ester